C(C)(C)(C)OC(=O)N1C(C=CCC1)C=1C=C2C(=CNC2=CC1)C(C)C (3-isopropyl-1H-indol-5-yl)-5,6-dihydropyridine-1(2H)-carboxylic acid tert-butyl ester